ClC=1C(=C(C=CC1Cl)[C@H]1NOCC1)F (S)-3-(3,4-dichloro-2-fluorophenyl)isoxazolidine